C(C1=CC=CC=C1)OCCN(C1=NC(=C(C=C1C(F)(F)F)[N+](=O)[O-])C=1OC(=NN1)C(CCC=C)(C(F)(F)F)OCC1=CC=CC=C1)CCC=C N-(2-benzyloxyethyl)-6-[5-[1-benzyloxy-1-(trifluoromethyl)pent-4-enyl]-1,3,4-oxadiazol-2-yl]-N-but-3-enyl-5-nitro-3-(trifluoromethyl)pyridin-2-amine